2-[(2S,4R)-4-fluoro-2-{[(S)-[3-fluoro-4-(1-methylcyclopropyl)phenyl](phenyl) methyl]carbamoyl}pyrrolidin-1-yl]-2-oxoethyl 4-(2-methoxyethyl)piperazine-1-carboxylate COCCN1CCN(CC1)C(=O)OCC(=O)N1[C@@H](C[C@H](C1)F)C(N[C@@H](C1=CC=CC=C1)C1=CC(=C(C=C1)C1(CC1)C)F)=O